NC1=C2C(=NC=N1)N(N=C2C2=CC=C(C=C2)OC2=CC=CC=C2)[C@H]2CN(C[C@@H](C2)O)C(C=C)=O 1-((3R,5R)-3-(4-amino-3-(4-phenoxyphenyl)-1H-pyrazolo[3,4-d]pyrimidin-1-yl)-5-hydroxypiperidin-1-yl)prop-2-en-1-one